7-(4-methylpiperazin-1-yl)-4H-pyrido[1,2-a]pyrimidin-4-one CN1CCN(CC1)C=1C=CC=2N(C(C=CN2)=O)C1